CC1=C(C(=O)O)C=C(C(=N1)NC)[N+](=O)[O-] methyl-6-(methylamino)-5-nitronicotinic acid